2-[(2E)-3,7-Dimethylocta-2,6-dienyl]-3-hydroxy-5-pentylphenolate C\C(=C/CC1=C(C=C(C=C1O)CCCCC)[O-])\CCC=C(C)C